CN(C(CC=1SC2=C(N1)C=C(C=C2)C2=CC[C@@H](CN2C(=O)OC(C)(C)C)C)(C)C)C tert-Butyl (3S)-6-[2-[2-(dimethylamino)-2-methyl-propyl]-1,3-benzothiazol-5-yl]-3-methyl-3,4-dihydro-2H-pyridine-1-carboxylate